(S)-ethyl 8-(2-amino-6-((R)-2,2,2-trifluoro-1-(4'-(methylcarbamoyl)-[1,1'-biphenyl]-4-yl)ethoxy)pyrimidin-4-yl)-2,8-diazaspiro[4.5]decane-3-carboxylate NC1=NC(=CC(=N1)N1CCC2(C[C@H](NC2)C(=O)OCC)CC1)O[C@@H](C(F)(F)F)C1=CC=C(C=C1)C1=CC=C(C=C1)C(NC)=O